pyrido[3'',4'':4',5']furo[3',2':3,4]cyclopenta[1,2-e][1,3]oxazin O1C=NC=C2C1=C1C(=C2)OC2=C1C=NC=C2